COC(=O)C=1C=C2C(=CNC2=CC1)C1N(CCC2=CC=CC=C12)C1=CC=CC=C1 3-(2-phenyl-1,2,3,4-tetrahydroisoquinolin-1-yl)-1H-indole-5-carboxylic acid methyl ester